COC1=CC=C(C=C1)C1=CN=C2N1C=CN=C2NC2=CC=C(C=C2)S(=O)(=O)C 3-(4-methoxyphenyl)-N-(4-(methylsulfonyl)phenyl)imidazo[1,2-a]pyrazin-8-amine